5-(2-chlorophenoxy)-6,7-difluoro-3-(((3-fluoropyridin-2-yl)methyl)amino)-4H-benzo[e][1,2,4]thiadiazine 1,1-dioxide ClC1=C(OC2=C(C(=CC3=C2NC(=NS3(=O)=O)NCC3=NC=CC=C3F)F)F)C=CC=C1